C[C@H]1COCCN1C2=NC(=NC3=C2C=CC(=N3)C4=CC(=C(C=C4)OC)CO)N5CCOC[C@@H]5C The molecule is a pyridopyrimidine that is pyrido[2,3-d]pyrimidine which is substituted at positions 2 and 4 by (3S)-3-methylmorpholin-4-yl groups and at position 5 by a 3-(hydroxymethyl)-4-methoxyphenyl group. It is an mTOR complex 1/2 (mTORC1/2) dual inhibitor [mTOR = mammalian target of rapamycin]. It has a role as a mTOR inhibitor, an apoptosis inducer and an antineoplastic agent. It is a member of benzyl alcohols, a tertiary amino compound, a pyridopyrimidine and a member of morpholines.